CCCCC/C=C\C/C=C\CCCCCCCCCC(=O)OC[C@H](COP(=O)(O)OC[C@H](CO)O)OC(=O)CC/C=C\C/C=C\C/C=C\C/C=C\C/C=C\C/C=C\CC 1-(11Z,14Z-eicosadienoyl)-2-(4Z,7Z,10Z,13Z,16Z,19Z-docosahexaenoyl)-glycero-3-phospho-(1'-sn-glycerol)